(R)-4-(4-fluoro-2,8-diazaspiro[4.5]decan-8-yl)-2-(pyridin-4-yl)pyrido[3,4-d]pyrimidine trifluoroacetate FC(C(=O)O)(F)F.F[C@H]1CNCC12CCN(CC2)C=2C1=C(N=C(N2)C2=CC=NC=C2)C=NC=C1